CC1(COC2=C1C(=CC=C2)OC2=CC=C(C=N2)N2C(NC(C2=O)(C)C)=O)C 3-{6-[(3,3-dimethyl-2,3-dihydro-1-benzofuran-4-yl)oxy]-3-pyridinyl}-5,5-dimethyl-2,4-imidazolidinedione